1-(Dimethylamino)-N-((1,2,3,5,6,7-hexahydro-s-indacen-4-yl)carbamoyl)propane-2-sulfonamide, potassium salt [K].CN(CC(C)S(=O)(=O)NC(NC1=C2CCCC2=CC=2CCCC12)=O)C